2,2-bis(tertiary butyl-peroxy)propane C(C)(C)(C)OOC(C)(C)OOC(C)(C)C